ClC1=CC2=C(C(N(N=C2C(C)C)CC(=O)NC2=NC=C(C=N2)F)=O)S1 2-(2-Chloro-4-isopropyl-7-oxothieno[2,3-d]pyridazin-6(7H)-yl)-N-(5-fluoropyrimidin-2-yl)acetamide